ClC=1C=2C(N=C3N(C2C=CC1)C1=CC=C(C=C1C31CCCCC1)C1CCN(CC1)C1C(CNCC1)F)=O 4'-chloro-9'-(3'-fluoro-[1,4'-bipiperidin]-4-yl)-5'H-spiro[cyclohexane-1,7'-indolo[1,2-a]quinazolin]-5'-one